C(C)(C)(C)OC(=O)N[C@@H](C(=O)N[C@@H](C(=O)NC(C(=O)O)CCC(F)(F)F)CC1=CC=CC=C1)CC1=CC=CC=C1 2-[[(2R)-2-[[(2R)-2-(tert-butoxycarbonylamino)-3-phenyl-propionyl]amino]-3-phenylpropionyl]amino]-5,5,5-trifluoro-pentanoic acid